ClC1=C(C=C(OCCCN2C(=C(C(=C2C)S(=O)(=O)C2=CC=C(C)C=C2)C)C(=O)O)C=C1C)C 1-(3-(4-chloro-3,5-dimethylphenoxy)propyl)-3,5-dimethyl-4-tosyl-1H-pyrrole-2-carboxylic acid